5-{3-[2-(dimethylamino)ethyl]-2-oxo-1-(2,2,2-trifluoro-1-methylethyl)-1,3,8-triazaspiro[4.5]dec-8-yl}-3-(1-methyl-1H-pyrazol-4-yl)pyrazine-2-carbonitrile CN(CCN1C(N(C2(C1)CCN(CC2)C=2N=C(C(=NC2)C#N)C=2C=NN(C2)C)C(C(F)(F)F)C)=O)C